Cl.N1C=CC=C1 pyrrole HCl salt